7-bromo-2,6-dichloro-5,8-difluoro-3-((2-(trimethylsilyl)ethoxy)methyl)quinazolin-4(3H)-one BrC1=C(C(=C2C(N(C(=NC2=C1F)Cl)COCC[Si](C)(C)C)=O)F)Cl